OC=1C=C2CC(N3C(C2=CC1C=1SC=CN1)=CC(C(=C3)C(=O)OCC)=O)C(C)C ethyl 9-hydroxy-6-isopropyl-2-oxo-10-(thiazol-2-yl)-6,7-dihydro-2H-pyrido[2,1-a]isoquinoline-3-carboxylate